CC=1CCC(C(C1)C=1C(=CC(=CC1O)CCCCC)O)C(=C)C (+)-5'-methyl-4-pentyl-2'-(prop-1-en-2-yl)-1',2',3',4'-tetrahydro-[1,1'-biphenyl]-2,6-diol